C(C)[C@H]1OC2=C(C(NC1)=O)C1=CC=CC=C1C=C2 (R)-4-ethyl-3,4-dihydronaphtho[1,2-f][1,4]oxazepin-1(2H)-one